2-({[4-(Dimethylamino)butanoyl]oxy}methyl)-3-[(3-pentyloctanoyl)oxy]-2-{[(3-pentyloctanoyl)oxy]methyl}propyl heptyl hexanedioate C(CCCCC(=O)OCCCCCCC)(=O)OCC(COC(CC(CCCCC)CCCCC)=O)(COC(CC(CCCCC)CCCCC)=O)COC(CCCN(C)C)=O